tert-butyl (2S,4R)-4-[3-(2,6-dibenzyloxy-3-pyridinyl)-1-methyl-indazol-6-yl]-2-methyl-piperidine-1-carboxylate C(C1=CC=CC=C1)OC1=NC(=CC=C1C1=NN(C2=CC(=CC=C12)[C@H]1C[C@@H](N(CC1)C(=O)OC(C)(C)C)C)C)OCC1=CC=CC=C1